((1H-benzimidazol-1-yl)methyl)-2-ethyl-N-(2-ethylhexyl)hexan-1-amine N1(C=NC2=C1C=CC=C2)CC(C(CCCC)CC)NCC(CCCC)CC